ClC(C=CC1=CC=CC=C1)(C(F)(F)F)Cl 3,3-dichloro-4,4,4-trifluoro-1-phenylbutene